methanesulfonic acid (1R,2S)-2-(1,3-dioxo-1,3-dihydro-isoindol-2-ylmethyl)-cyclopropylmethyl ester O=C1N(C(C2=CC=CC=C12)=O)C[C@@H]1[C@@H](C1)COS(=O)(=O)C